C1=CC=CC=2C3=CC=CC=C3C(C12)COC(=O)N[C@@H](CC(=O)OC(C)(C)C)C(=O)NCN1C(N(CCC1=O)C1=C(C=CC(=C1)I)OC)=O tert-butyl (S)-3-((((9H-fluoren-9-yl)methoxy)carbonyl)amino)-4-(((3-(5-iodo-2-methoxyphenyl)-2,6-dioxotetrahydropyrimidine-1(2H)-yl)methyl)amino)-4-oxobutanoate